3-[4-(2,6-diazaspiro[3.3]heptan-2-yl)phenyl]piperidine-2,6-dione TFA salt OC(=O)C(F)(F)F.C1N(CC12CNC2)C2=CC=C(C=C2)C2C(NC(CC2)=O)=O